{(1R)-2-(methylamino)-1-[4-(4-methyl-1,3-thiazol-5-yl)phenyl]ethyl}tert-butylcarbamate CNC[C@@H](C1=CC=C(C=C1)C1=C(N=CS1)C)OC(NC(C)(C)C)=O